N1,N7-bis(2-(2-(2-((1-((3S,4R,5R,6R)-4,5-dihydroxy-6-(hydroxymethyl)tetrahydro-2H-pyran-3-yl)-1H-1,2,3-triazol-4-yl)methoxy)ethoxy)ethoxy)ethyl)heptanediamide O[C@@H]1[C@H](CO[C@@H]([C@@H]1O)CO)N1N=NC(=C1)COCCOCCOCCNC(CCCCCC(=O)NCCOCCOCCOCC=1N=NN(C1)[C@H]1CO[C@@H]([C@@H]([C@@H]1O)O)CO)=O